2,2-dimethyl-6-(2-oxopropyl)-1,3-dioxin-4-one CC1(OC(=CC(O1)=O)CC(C)=O)C